C(C)(=O)C=1C=C(C=CC1)NC(=O)NC=1C=C2C(N(C=NC2=CC1)C1=NC=CC=C1)=O 1-(3-acetylphenyl)-3-(4-oxo-3-(pyridin-2-yl)-3,4-dihydroquinazolin-6-yl)urea